C(C)(C)(C)OC(=O)NCCCN1N=C(C(=C1C(=O)OCC)Cl)C(=O)OCC diethyl 1-[3-(tert-butoxycarbonylamino) propyl]-4-chloro-pyrazole-3,5-dicarboxylate